Cl.NC1CC(C1)C(=O)N1CCN(CC1)C1=NC=C(C=C1)C(F)(F)F ((1R,3R)-3-aminocyclobutyl)(4-(5-(trifluoromethyl)pyridin-2-yl)piperazine-1-yl)methanone hydrochloride